COC=1C=C2C(=NN=C(C2=CC1OC)N[C@H](C)C1=C(C(=CC=C1)CNC)C)C (R)-6,7-dimethoxy-4-methyl-N-(1-(2-methyl-3-((methylamino)methyl)phenyl)ethyl)phthalazin-1-amine